C(C1=CC=CC=C1)C=1N(C=2C(=C3CC[C@@H](N(C3=CC2)C(=O)OC)C)N1)[C@@H]1CC[C@H](CC1)C trans-4-[(7S)-2-Benzyl-6-(methoxycarbonyl)-7-methyl-3H,6H,7H,8H,9H-imidazo[4,5-f]chinolin-3-yl]-1-methylcyclohexan